CN1CCN(CC1)C1=CC=C(C=C1)NC=1N=C(C2=C(N1)SC=C2)NC2=CC=CC=N2 6-((2-((4-(4-methylpiperazin-1-yl)phenyl)amino)thieno[2,3-d]pyrimidin-4-yl)amino)pyridin